[(S)-(4-chlorophenyl)-[(1S,2R,3S,4R)-4-(4-chloropyrrolo[2,3-d]pyrimidin-7-yl)-2,3-dihydroxy-cyclopentyl]methyl] 4-phenylbenzoate C1(=CC=CC=C1)C1=CC=C(C(=O)O[C@@H]([C@@H]2[C@H]([C@H]([C@@H](C2)N2C=CC3=C2N=CN=C3Cl)O)O)C3=CC=C(C=C3)Cl)C=C1